FCC(C(=O)OC1C[C@H]2CC[C@@H](C1)N2C)(C2=CC=CC=C2)C (1R,3r,5S)-8-Methyl-8-azabicyclo[3.2.1]octan-3-yl 3-fluoro-2-methyl-2-phenylpropanoate